ClC1=C(C=CC(=C1)F)CC(=O)NC1=CC(=C(C=C1)OC1=CC=C(C=C1)Cl)S(N)(=O)=O 2-(2-chloro-4-fluorophenyl)-N-[4-(4-chlorophenoxy)-3-sulfamoylphenyl]acetamide